OC=1C=C2C(=CC(=NC2=CC1)C(=O)N1CC(CC1)(C)O)C(=O)N1CCCCC1 (6-hydroxy-2-(3-hydroxy-3-methylpyrrolidine-1-carbonyl)quinolin-4-yl)(piperidin-1-yl)methanone